[NH4+].CO\N=C(/C(=O)[O-])\C=1OC=CC1 (Z)-2-methoxyimino-2-furanylacetic acid ammonium salt